C(C)(=O)N1N=C(C=C1C1=CC=CC=C1)C(=O)N1CCN(CC1)C(=O)NC1=NC=CC=C1 4-(1-acetyl-5-phenyl-1H-pyrazole-3-carbonyl)-N-(2-pyridinyl)piperazine-1-carboxamide